The molecule is an 18-HEPE(1-) that is the conjugate base of 18(S)-HEPE, arising from deprotonation of the carboxylic acid group; major species at pH 7.3. It is a conjugate base of a 18(S)-HEPE. It is an enantiomer of a 18(R)-HEPE(1-). CC[C@@H](/C=C/C=C\\C/C=C\\C/C=C\\C/C=C\\CCCC(=O)[O-])O